[O-2].[Ta+5].[Dy+3].[Li+] lithium dysprosium tantalum oxide